N-[3-(6-bromo-1,3-benzothiazol-2-yl)-1-bicyclo[1.1.1]pentanyl]-5-(methylsulfonylmethyl)furan-2-carboxamide BrC1=CC2=C(N=C(S2)C23CC(C2)(C3)NC(=O)C=3OC(=CC3)CS(=O)(=O)C)C=C1